5-(4-chloro-2-fluoro-phenyl)-2,3-dimethyl-7-((2S,6S)-2-methyl-6-(1-methyl-1H-pyrazol-4-yl)-4-morpholinyl)-pyrido[4,3-d]pyrimidin-4(3H)-one ClC1=CC(=C(C=C1)C1=NC(=CC=2N=C(N(C(C21)=O)C)C)N2C[C@@H](O[C@H](C2)C=2C=NN(C2)C)C)F